1-[(2S,3S)-2-Amino-3-methylpentyl]-3-[(1R,2S)-2-phenylcyclopropyl]-1-(4'-propyl-[1,1'-biphenyl]-4-yl)urea N[C@H](CN(C(=O)N[C@H]1[C@@H](C1)C1=CC=CC=C1)C1=CC=C(C=C1)C1=CC=C(C=C1)CCC)[C@H](CC)C